3-((4-(4-(2-((1R,5S,6s)-3-amino-3-azabicyclo[3.1.0]hexan-6-yl)ethyl)piperazin-1-yl)phenyl)amino)piperidine-2,6-dione NN1C[C@@H]2C([C@@H]2C1)CCN1CCN(CC1)C1=CC=C(C=C1)NC1C(NC(CC1)=O)=O